FC1=C(C(=CC2=C1C[C@@H](CO2)NCC2CCN(CC2)C(=O)OC(C)(C)C)O)N2S(NC(C2)=O)(=O)=O tert-butyl 4-({[(3S)-5-fluoro-7-hydroxy-6-(1,1,4-trioxo-1λ6,2,5-thiadiazolidin-2-yl)-3,4-dihydro-2H-1-benzopyran-3-yl]amino}methyl)piperidine-1-carboxylate